(9-(N-cyclopropylsulfamoyl)-6-hydroxy-[1,2,4]triazolo[5,1-a]isoquinoline-5-carbonyl)glycine C1(CC1)NS(=O)(=O)C1=CC=C2C(=C(N3C(C2=C1)=NC=N3)C(=O)NCC(=O)O)O